FC=1C(=CC(=C(C#N)C1)N1CCNCC1)C=C(C)C 5-fluoro-4-(2-methylpropan-1-en-1-yl)-2-(piperazin-1-yl)benzonitrile